[3-[3-(3-nitrophenyl)phenoxy]propyl]methanesulfonamide [N+](=O)([O-])C=1C=C(C=CC1)C=1C=C(OCCCCS(=O)(=O)N)C=CC1